(1R,2S,3R,5R)-3-{4-amino-5-ethylpyrrolo[2,3-d]pyrimidin-7-yl}-5-[({3-[(2-phenylethyl)amino]propyl}amino)methyl]cyclopentane-1,2-diol NC=1C2=C(N=CN1)N(C=C2CC)[C@H]2[C@@H]([C@@H]([C@H](C2)CNCCCNCCC2=CC=CC=C2)O)O